C(=O)(O)CCSC1=C(C(=O)O)C=CC=N1 2-((2-Carboxyethyl)thio)nicotinic acid